N-{4-[2-(2,6-dichloro-4-methylphenyl)acetamido]pyridin-2-yl}-N-(3,4-difluorophenyl)acetamide ClC1=C(C(=CC(=C1)C)Cl)CC(=O)NC1=CC(=NC=C1)N(C(C)=O)C1=CC(=C(C=C1)F)F